3-(8-methoxy-1-methyl-2-oxo-7-phenyl-2,3-dihydro-1H-benzo[e]-[1,4]diazepin-5-yl)benzamid COC=1C(=CC2=C(N(C(CN=C2C=2C=C(C(=O)N)C=CC2)=O)C)C1)C1=CC=CC=C1